3-hydroxyl-2-methylpropanoic Acid OCC(C(=O)O)C